CCC1=C(C2=CC3=NC(=CC4=C(C(=C([N-]4)C=C5C(=C(C(=N5)C=C1[N-]2)CC)CC)CC)CC)C(=C3CC)CC)CC.[Pd+2] Palladium(II) octaethylporphine